9-fluoro-2-(4-isopropylphenyl)-8-oxo-2,3,4,5a,6,7,8,9-octahydro-5H-10-oxa-1,2,5,7-tetraazacycloocta[cd]indene-5-carboxylate FC1C(NCC2C=3C(=NN(C3CCN2C(=O)[O-])C2=CC=C(C=C2)C(C)C)O1)=O